OC=1C=C2CC[C@@H]([C@@H](C2=CC1)C1=CC=C(C=C1)N1CCCCC1)C(C)C 1-(4-((1R,2R)-6-Hydroxy-2-isopropyl-1,2,3,4-tetrahydronaphthalen-1-yl)phenyl)piperidine